[Pb].[Na].FC(C1=C(C(=NN1C)C(F)(F)F)CS(=O)(=O)C1=NOC(C1)(C)C)F 3-({[5-(Difluoromethyl)-1-methyl-3-(trifluoromethyl)-1H-pyrazol-4-yl]methyl}sulfonyl)-5,5-dimethyl-4,5-dihydro-1,2-oxazol Sodium-lead